2-(3-(ethoxymethyl)-3-phenethyl-pyrrolidin-1-yl)-1-(6-methylpyridin-3-yl)ethanol C(C)OCC1(CN(CC1)CC(O)C=1C=NC(=CC1)C)CCC1=CC=CC=C1